(R)-N-(3,3-difluoro-1-(oxetan-3-yl)piperidin-4-yl)-6-fluoro-5-(1-(2-fluoroethyl)-1H-benzo[d]imidazol-6-yl)-4-methoxypyrrolo[2,1-f][1,2,4]triazin-2-amine FC1(CN(CC[C@H]1NC1=NN2C(C(=N1)OC)=C(C(=C2)F)C=2C=CC1=C(N(C=N1)CCF)C2)C2COC2)F